N-hydroxy-4-((1-methylpiperidin-2-yl)methyl)-3-oxo-3,4-dihydro-2H-benzo[b][1,4]oxazine-6-carboxamide ONC(=O)C1=CC2=C(OCC(N2CC2N(CCCC2)C)=O)C=C1